(S)-N-(2-((3-chloropyridin-2-yl)oxy)propyl)-5-chloro-6-difluoromethylpyrimidin-4-amine ClC=1C(=NC=CC1)O[C@H](CNC1=NC=NC(=C1Cl)C(F)F)C